C1(CC1)C1=NC=NC(=C1C1=NC=C(C(=N1)OCC1=CC=C(C=C1)C=1N(C=C(N1)C(F)(F)F)C)C=1CN(CC1)C(=O)OC(C)(C)C)OC tert-butyl 3-[2-(4-cyclopropyl-6-methoxy-pyrimidin-5-yl)-4-[[4-[1-methyl-4-(trifluoromethyl)imidazol-2-yl]phenyl]methoxy]pyrimidin-5-yl]-2,5-dihydropyrrole-1-carboxylate